(S)-3-(4-(7-carbamoyl-2H-indazol-2-yl)phenyl)piperidine-1-carboxylic acid tert-butyl ester C(C)(C)(C)OC(=O)N1C[C@@H](CCC1)C1=CC=C(C=C1)N1N=C2C(=CC=CC2=C1)C(N)=O